C1(=CC=CC=C1)C1(CNCCC1)NS(=O)(=O)C1=CC=C(C=C1)OC(F)(F)F N-(3-phenylpiperidin-3-yl)-4-(trifluoromethoxy)benzenesulfonamide